N7-(6-aminopyrimidin-4-yl)-N5-[(1R)-1-cyclopropylethyl]-N5,3-dimethyl-imidazo[4,5-b]pyridine-5,7-diamine NC1=CC(=NC=N1)NC1=C2C(=NC(=C1)N(C)[C@H](C)C1CC1)N(C=N2)C